C1=C(C=CC2=CC=CC=C12)C(=O)N1C=C(C2=CC(=CC=C12)OC)C=C1C(NC(NC1=O)=S)=O 5-((1-(2-naphthoyl)-5-methoxy-1H-indol-3-yl)methylene)-2-thioxodihydropyrimidine-4,6(1H,5H)-dione